1,4,10,13-tetraoxa-7,16-diazacyclooctadecan O1CCOCCNCCOCCOCCNCC1